N2-((3R,4S)-3-Fluoro-1-(oxetan-3-yl)piperidin-4-yl)-N4-methyl-5-(3-(2,2,2-trifluoroethyl)-3H-[1,2,3]triazolo[4,5-b]pyridin-5-yl)pyrrolo[2,1-f][1,2,4]triazine-2,4-diamine F[C@@H]1CN(CC[C@@H]1NC1=NN2C(C(=N1)NC)=C(C=C2)C2=CC=C1C(=N2)N(N=N1)CC(F)(F)F)C1COC1